biphenyl-3-carboxamide C1(=CC(=CC=C1)C(=O)N)C1=CC=CC=C1